4-(4-bromophenyl)-2-(((E)-(9-(4-fluorobenzyl)-β-carbolin-3-yl)methylene)hydrazino)-2,3-dihydrothiazole BrC1=CC=C(C=C1)C=1NC(SC1)N/N=C/C=1N=CC=2N(C3=CC=CC=C3C2C1)CC1=CC=C(C=C1)F